CSCCCC1=CC=C(C=C1)S(=O)(=O)N (2-methylthioethyl)p-toluenesulfonamide